BrC1=CC(=CN2C1=NC(=CC2=O)C)Cl 9-bromo-7-chloro-2-methyl-pyrido[1,2-a]pyrimidin-4-one